Cl.C1(=CC(=CC(=C1)CNCCCNCCCN)CNCCCNCCCN)C1=CC=CC=C1 N1,N1'-([1,1'-biphenyl]-3,5-diylbis(methylene))bis(N3-(3-aminopropyl)propane-1,3-diamine), hydrochloride salt